OC=1C=C(C=CC1)C=1C(=CC=CC1C#CC1=CC=C(C=C1)NC(=O)NC=1C=NC=CC1)C(=O)OC methyl 3'-hydroxy-6-((4-(3-(pyridin-3-yl) ureido) phenyl) ethynyl)-[1,1'-biphenyl]-2-carboxylate